FC1=C(C(=CC=C1)C)C1=CC(=C2C=CN=CC2=C1)NC1CCN(CC1)C(=O)OC(C)(C)C tert-Butyl 4-[[7-(2-fluoro-6-methyl-phenyl)-5-isoquinolyl]amino]piperidine-1-carboxylate